BrC1=C(C=C(C(=N1)OC)OCCCN1CCOCC1)[N+](=O)[O-] 4-(3-((6-Bromo-2-methoxy-5-nitropyridin-3-yl)oxy)propyl)morpholine